C(C=C)SC1SSC=C1 3-prop-2-enylthiodithiol